NCC#CC=1C=CC=2N(C(C=C(N2)C2=NN3C(C(=NC(=C3)C)C)=C2)=O)C1 7-(3-aminoprop-1-ynyl)-2-(4,6-dimethylpyrazolo[1,5-a]pyrazin-2-yl)-4H-pyrido[1,2-a]pyrimidin-4-one